N-(2-(3-(Dimethylamino)propoxy)-5-(9'-fluoro-3'-methyl-2'-oxo-2',3'-dihydrospiro[cyclobutane-1,1'-pyrrolo[2,3-c]quinolin]-8'-yl)pyridin-3-yl)-4-methylbenzenesulfonamide CN(CCCOC1=NC=C(C=C1NS(=O)(=O)C1=CC=C(C=C1)C)C1=C(C=2C3=C(C=NC2C=C1)N(C(C31CCC1)=O)C)F)C